CC(=CCC)C 4-methyl-3-pentene